2,6-dichloro-3-nitro-benzoic acid ClC1=C(C(=O)O)C(=CC=C1[N+](=O)[O-])Cl